(Z)-2-(5-fluoro-2-methyl-1-(3,4,5-trimethoxybenzylidene)-1H-inden-3-yl)-N-(1-methylpiperidin-3-yl)acetamide FC=1C=C2C(=C(/C(/C2=CC1)=C/C1=CC(=C(C(=C1)OC)OC)OC)C)CC(=O)NC1CN(CCC1)C